ClC1=C(C=CC=C1)C(C)(C)NC1=CC(=C(C(=O)N[C@H](C)\C=C\S(=O)(=O)C)C=C1F)F (R,E)-4-((2-(2-Chlorophenyl)propan-2-yl)amino)-2,5-difluoro-N-(4-(methylsulfonyl)but-3-en-2-yl)benzamide